BrC1=CC=C(C=C1)C=1C=C(C=2N(C1)C=C(N2)C2=CC=CC=C2)C2=CC=CC=C2 6-(4-bromophenyl)-2,8-diphenylimidazo[1,2-a]pyridine